COC([C@H]1N(CCC1)C(C1=CC(=C(C=C1)NC1=NC=C(C(=N1)C=1C=NN(C1)C(C)C)Cl)OC)=O)=O (4-((5-chloro-4-(1-isopropyl-1H-pyrazol-4-yl)pyrimidin-2-yl)amino)-3-methoxybenzoyl)-L-proline methyl ester